perylo[1,12-BCD]thiophene-3,4,9,10-tetracarboxylic acid S1C2=C3C4=C1C=C(C1=C(C=CC(C=5C=CC(=C(C(=C2)C(=O)O)C53)C(=O)O)=C14)C(=O)O)C(=O)O